Cyclopentylmethacrylate C1(CCCC1)OC(C(=C)C)=O